1-(Diethylamino)-2-{1-[2-(diethylamino)-2-oxoethyl]cyclopentyl}-1-ethanone C(C)N(C(CC1(CCCC1)CC(=O)N(CC)CC)=O)CC